C(C)(C)(C)OC(C(CCOC)N1C(C=C(C(=C1)OC)C1=C(C=CC(=C1)Cl)N1C=NC(=C1)Cl)=O)=O 2-{4-[5-chloro-2-(4-chloro-1H-imidazol-1-yl)phenyl]-5-methoxy-2-oxopyridin-1(2H)-yl}-4-methoxybutyric acid tert-butyl ester